[1-[(5-chloropyrimidin-2-yl)methyl]-4-(trifluoromethyl)imidazol-2-yl]methanol ClC=1C=NC(=NC1)CN1C(=NC(=C1)C(F)(F)F)CO